C[C@H]1O[C@H](CN(C1)C1=CC=CC(=N1)C1=NC2=CC(=NC=C2C=C1)CNC(=O)C1=CC=C2C=CN(C2=C1)S(=O)(=O)C)C N-((2-(6-((2R,6S)-2,6-dimethylmorpholino)pyridin-2-yl)-1,6-naphthyridin-7-yl)methyl)-1-(methylsulfonyl)-1H-indole-6-carboxamide